4-((4-(2-(tert-Butyl)oxazol-4-yl)pyridin-2-yl)((4-(4-methoxy-3-methylphenyl)bicyclo[2.2.2]octan-1-yl)methyl)carbamoyl)cyclohexyl-3-(dimethylamino)pyrrolidine C(C)(C)(C)C=1OC=C(N1)C1=CC(=NC=C1)N(C(=O)C1CCC(CC1)N1CC(CC1)N(C)C)CC12CCC(CC1)(CC2)C2=CC(=C(C=C2)OC)C